bispinacol diboronate B(O)OBO.OC(C)(C)C(C)(C)O.OC(C)(C)C(C)(C)O